2,2-difluorobutanedinitrile FC(C#N)(CC#N)F